CC1=CC=C2C=NN(C2=C1)C1OCCCC1 6-methyl-1-(tetrahydro-2H-pyran-2-yl)-1H-indazole